ClC=1C=C(C=C(C1O)Cl)NC(C1=CC=CC=C1)=O N-(3,5-dichloro-4-hydroxyphenyl)benzamide